6-[7-fluoro-2-(4-piperidylmethyl)indazol-5-yl]-2,8-dimethyl-imidazo[1,2-b]pyridazine FC1=CC(=CC2=CN(N=C12)CC1CCNCC1)C=1C=C(C=2N(N1)C=C(N2)C)C